FC1=C(C=CC=2NC(=NC21)CCNC2=NC(=NN1C2=NC=C1C(F)(F)F)N1C[C@H](N[C@H](C1)CC)CC)F N-[(4,5-difluoro-1H-benzimidazol-2-yl)ethyl]-2-[(3R,5S)-3,5-diethylpiperazin-1-yl]-7-(trifluoromethyl)imidazo[2,1-f][1,2,4]triazin-4-amine